3-(2-Amino-2-(2-chlorophenyl)ethoxy)propanoic acid NC(COCCC(=O)O)C1=C(C=CC=C1)Cl